(1R,2S)-2-{3-[(5-difluoromethylsulfonyl-3-methoxypyridin-2-yl)amino]-1H-indazol-6-yl}-5'-methoxy-1'H-spiro[cyclopropan-1,3'-indol]-2'-one FC(S(=O)(=O)C=1C=C(C(=NC1)NC1=NNC2=CC(=CC=C12)[C@@H]1C[C@@]12C(NC1=CC=C(C=C21)OC)=O)OC)F